benzo[d][1,2,3]triazin-4(3H)-one N1=NNC(C2=C1C=CC=C2)=O